2-((S)-4,4-difluoro-3-(6-oxo-1,6-dihydropyridin-3-yl)piperidin-1-yl)-N-(5-(thiazol-2-ylmethyl)pyridin-2-yl)propanamide FC1([C@H](CN(CC1)C(C(=O)NC1=NC=C(C=C1)CC=1SC=CN1)C)C1=CNC(C=C1)=O)F